1-Methyl-6-[5-(2-oxo-piperidin-1-ylmethyl)-pyridin-3-yl]-3,4-dihydro-1H-quinolin-2-one CN1C(CCC2=CC(=CC=C12)C=1C=NC=C(C1)CN1C(CCCC1)=O)=O